(2-chlorophenyl)-6-(4-methyl-1,3-dihydro-2H-pyrrolo[3,4-c]pyridin-2-yl)-4,5,6,7-tetrahydro-1H-benzo[d]imidazole ClC1=C(C=CC=C1)N1C=NC2=C1CC(CC2)N2CC=1C(=NC=CC1C2)C